N-tert-butyl-3-[[2-(5-chloro-2-hydroxy-phenyl)acetyl]amino]-5-fluoro-benzamide C(C)(C)(C)NC(C1=CC(=CC(=C1)F)NC(CC1=C(C=CC(=C1)Cl)O)=O)=O